COC1=CC=C(C2=C1N=C(S2)N)C 4-methoxy-7-methylbenzo[D]thiazol-2-amine